C(C1=CC=CC=C1)S(=O)(=O)N1C(=CC=C1)C(=O)O 1-toluenesulfonyl-1H-pyrrole-2-carboxylic acid